2-(3-cyclopropyl-1-methyl-1H-indazol-7-yl)-2-(3-(5-(5,6,7,8-tetrahydro-1,8-naphthyridin-2-yl)pentyloxy)azetidin-1-yl)acetic acid C1(CC1)C1=NN(C2=C(C=CC=C12)C(C(=O)O)N1CC(C1)OCCCCCC1=NC=2NCCCC2C=C1)C